4-(quinoxalin-6-yl)-5-fluoro-N-(5-(piperazin-1-yl)pyridin-2-yl)pyrimidin-2-amine hydrochloride Cl.N1=CC=NC2=CC(=CC=C12)C1=NC(=NC=C1F)NC1=NC=C(C=C1)N1CCNCC1